N-[(3S)-1-[(4-ethoxyphenyl)methyl]-2-oxo-5-phenyl-2,3-dihydro-1H-1,4-benzodiazepin-3-yl]-2-{[3,5,6-trifluoro-4-(morpholin-4-yl)pyridin-2-yl]amino}acetamide C(C)OC1=CC=C(C=C1)CN1C([C@H](N=C(C2=C1C=CC=C2)C2=CC=CC=C2)NC(CNC2=NC(=C(C(=C2F)N2CCOCC2)F)F)=O)=O